BrC=1C=C2C=3C=CC(=CC3C(C2=CC1)(C)C)Cl 6-bromo-2-chloro-9,9-dimethyl-9H-fluorene